O1C(CC1)CN1C=NC2=C1C=C(C=C2)S(=O)(=O)N 1-(oxetan-2-ylmethyl)-1H-benzo[d]imidazole-6-sulfonamide